(3-(3-((benzyloxy)methyl)-1,2,4-thiadiazol-5-yl)-8-methyl-5,6-dihydroimidazo[1,5-a]pyrazin-7(8H)-yl)(4-fluorophenyl)methanone C(C1=CC=CC=C1)OCC1=NSC(=N1)C1=NC=C2N1CCN(C2C)C(=O)C2=CC=C(C=C2)F